O=C1NC(CCC1N1C(C2=CC=C(C=C2C1)CC(=O)N1CCN(CC1)CC(=O)N)=O)=O 2-(4-(2-(2-(2,6-dioxopiperidin-3-yl)-1-oxoisoindolin-5-yl)acetyl)piperazin-1-yl)acetamide